N-[(1'S,13R)-16,18-difluoro-4-methyl-spiro[7,11-dioxa-4,5,20-triazatetracyclo[13.3.1.19,12.02,6]icosa-1(18),2,5,9,12(20),15(19),16-heptaene-13,3'-cyclopentane]-1'-yl]methanesulfonamide FC=1C=2C[C@]3(C[C@H](CC3)NS(=O)(=O)C)C=3OC=C(COC4=NN(C=C4C(=C(C1)F)C2)C)N3